ClC=1C=C(C=C(C1)F)C=1C[C@@H]([C@H](CC1)NC(OC(C)(C)C)=O)N(C)C tert-butyl ((3S,4S)-3'-chloro-3-(dimethylamino)-5'-fluoro-2,3,4,5-tetrahydro-[1,1'-biphenyl]-4-yl)carbamate